4-{2-cyano-1-[4-(7H-pyrrolo-[2,3-d]pyrimidin-4-yl)-1H-pyrazol-1-yl]ethyl}thiophene C(#N)CC(N1N=CC(=C1)C=1C2=C(N=CN1)NC=C2)C=2C=CSC2